NC1=C(SC2=NC(=CN=C21)C)C(=O)NC2CC=1C(=CC(=NC1CC2)N2CCNCC2)F 7-amino-N-[4-fluoro-2-(piperazin-1-yl)-5,6,7,8-tetrahydroquinolin-6-yl]-3-methylthieno[2,3-b]pyrazine-6-carboxamide